(3R)-3-(2-(2,6-dimethylphenyl)pyridin-4-yl)-3-(4-methyl-2-(4-methyl-2-oxopyridin-1(2H)-yl)pentanamido)propanoic acid CC1=C(C(=CC=C1)C)C1=NC=CC(=C1)[C@@H](CC(=O)O)NC(C(CC(C)C)N1C(C=C(C=C1)C)=O)=O